OCC1=CN=CC=2N=C(N=C(C21)N2CCC1(CCN(C1)C(=O)OC(C)(C)C)CC2)C2=CC=NC=C2 tert-Butyl 8-(5-(hydroxymethyl)-2-(pyridin-4-yl)pyrido[3,4-d]pyrimidin-4-yl)-2,8-diazaspiro[4.5]decane-2-carboxylate